FC1=C(C=C(C=N1)C1=CC=C(C=C1)CCCNC=1C2=C(N=C(N1)C1=COC=C1)SC(=C2)C)C N-(3-[4-(6-fluoro-5-methylpyridin-3-yl)phenyl]propyl)-2-(furan-3-yl)-6-methylthieno[2,3-d]pyrimidin-4-amine